3,4-epoxycyclohexanecarboxylic acid C1(CC2C(CC1)O2)C(=O)O